ClC=1C(=C(C=CC1)NC1=C(NC2=C1C(NCC2)=O)C2=C(C=NC=C2)C#CC2N(CCOC2)C(C=C)=O)OC 3-[(3-chloro-2-methoxyphenyl)amino]-2-(3-{2-[4-(prop-2-enoyl)morpholin-3-yl]ethynyl}pyridin-4-yl)-1H,5H,6H,7H-pyrrolo[3,2-c]pyridin-4-one